(2S,4R)-4-fluoro-N-[(S) or (R)-[6-methyl-5-(propan-2-yl)pyridin-2-yl](phenyl)methyl]-1-[2-(1H-1,2,3-triazol-5-yl)acetyl]pyrrolidine-2-carboxamide F[C@@H]1C[C@H](N(C1)C(CC1=CN=NN1)=O)C(=O)N[C@@H](C1=CC=CC=C1)C1=NC(=C(C=C1)C(C)C)C |o1:17|